C(C)(C)(C)OC(N(C)C)=NC(C)C 2-tert-butyl-3-isopropyl-1,1-dimethyl-isourea